OC1=C(C=CC=C1)N1C=NC2=CC=CC=C2C1=O 3-(2-hydroxyphenyl)-4(3H)-quinazolinone